IC=1C=NN(C1)C1CCSCC1 4-iodo-1-tetrahydrothiopyran-4-yl-pyrazole